(S)-1-(N-methyl-N-(1-oxo-4-(o-tolyl)-1,2-dihydroisoquinolin-7-yl)-D-alanyl)piperidine-3-carboxylic acid CN([C@H](C)C(=O)N1C[C@H](CCC1)C(=O)O)C1=CC=C2C(=CNC(C2=C1)=O)C1=C(C=CC=C1)C